2-({2-[(3-fluoro-4-formylphenyl)amino]-5-(trifluoromethyl)pyrimidin-4-yl}amino)-N-methylbenzamide FC=1C=C(C=CC1C=O)NC1=NC=C(C(=N1)NC1=C(C(=O)NC)C=CC=C1)C(F)(F)F